FC(C(CF)F)(OC1=CC=C(C2=C1N=C(O2)N2CC1N(C(C2)C1)C(=O)OC(C)(C)C)C=1SC=CN1)F tert-Butyl 3-(4-(1,1-difluoro-2,3-difluoropropoxy)-7-(thiazol-2-yl)benzo[d]oxazol-2-yl)-3,6-diazabicyclo[3.1.1]heptane-6-carboxylate